C(C)(C)C1(C=CC=C1)[Zr](N(C)C)(N(C)C)N(C)C isopropyl-cyclopentadienyl-tris(dimethylamino)zirconium